(e)-oct-2-enal C(\C=C\CCCCC)=O